C(\C=C\C1=CC(O)=C(O)C=C1)(=O)N[C@H](C(=O)O)CC1=CC=C(O)C(O)=C1 N-caffeoyl-L-DOPA